BrC=1C(N(C(=CC1OCC1=C(C=C(C=C1)F)F)C)CC=1N=CC(=NC1)C(=O)NCCO)=O 5-{[3-bromo-4-[(2,4-difluorobenzyl)oxy]-6-methyl-2-oxopyridin-1(2H)-yl]methyl}-N-(2-hydroxyethyl)pyrazine-2-carboxamide